C(N)(=O)C1=CC(=C(C=C1)NC(=O)[C@H]1[C@@H]([C@]2(CNC3=C2C=NC(=C3)C(C)C)[C@@H](N1)CC(C)(C)C)C1=C(C(=CC=C1)Cl)F)OC (2S,3S,4S,5R)-N-(4-carbamoyl-2-methoxyphenyl)-4-(3-chloro-2-fluorophenyl)-6'-isopropyl-2-neopentyl-1',2'-dihydrospiro[pyrrolidine-3,3'-pyrrolo[3,2-c]pyridine]-5-carboxamide